ClC=1C=NC=C(C1NC(C1=CC=C(C=C1)OC(F)F)=O)Cl N-(3,5-dichloro-pyridin-4-yl)-4-difluoromethoxy-benzamide